4-chloro-2-[[3-[[7-(5-methyl-1,2,4-oxadiazol-3-yl)-1-isoquinolinyl]amino]cyclobutanecarbonyl]amino]thiazole-5-carboxylic acid tert-butyl ester C(C)(C)(C)OC(=O)C1=C(N=C(S1)NC(=O)C1CC(C1)NC1=NC=CC2=CC=C(C=C12)C1=NOC(=N1)C)Cl